N-(5-fluoro-2-(spiro[indolin-3,4'-piperidin]-1-yl)pyrimidin-4-yl)-1H-indazol-5-amine FC=1C(=NC(=NC1)N1CC2(CCNCC2)C2=CC=CC=C12)NC=1C=C2C=NNC2=CC1